3-(4-bromo-3-chlorophenyl)azetidine 4-methylbenzenesulfonate CC1=CC=C(C=C1)S(=O)(=O)O.BrC1=C(C=C(C=C1)C1CNC1)Cl